[2-[1-(2-hydroxyethyl)-4-piperidyl]ethyl] pentanedioate C(CCCC(=O)[O-])(=O)OCCC1CCN(CC1)CCO